N-(2-acetyl-3,5-difluoro-4-((trimethylsilyl)ethynyl)phenyl)-5-cyano-2-(methylsulfonyl)benzamide C(C)(=O)C1=C(C=C(C(=C1F)C#C[Si](C)(C)C)F)NC(C1=C(C=CC(=C1)C#N)S(=O)(=O)C)=O